1-(diphenylmethyl)-4-(1,3-thiazole-5-carbonyl)piperazine C1(=CC=CC=C1)C(N1CCN(CC1)C(=O)C1=CN=CS1)C1=CC=CC=C1